4,4'-((octadec-9-ene-7,12-diylbis(oxy))bis(4,1-phenylene))bis(butan-2-one) CCCCCCC(CC=CCC(CCCCCC)OC1=CC=C(C=C1)CCC(C)=O)OC1=CC=C(C=C1)CCC(C)=O